N-cyclohexyl-5-(thien-3-ylethynyl)-1H-pyrrolo[2,3-b]Pyridin-4-amine C1(CCCCC1)NC=1C2=C(N=CC1C#CC1=CSC=C1)NC=C2